8-acetyl-3-dodecyl-7,7,9,9-tetramethyl-1,3,8-triazaspiro(4.5)decane-2,4-dione C(C)(=O)N1C(CC2(C(N(C(N2)=O)CCCCCCCCCCCC)=O)CC1(C)C)(C)C